OC[C@@H](CO[C@@H](CN1C(N(C(C2=C1SC(=C2C)C=2OC=CN2)=O)C(C(=O)O)(C)C)=O)C2=CC=CC=C2)C 2-(1-((R)-2-((S)-3-hydroxy-2-methylpropoxy)-2-phenylethyl)-5-methyl-6-(oxazol-2-yl)-2,4-dioxo-1,2-dihydrothieno[2,3-d]pyrimidin-3(4H)-yl)-2-methylpropanoic acid